1-hydroxy-6-methylpyridone ON1C(C=CC=C1C)=O